ClC1=CC(=C(N)C=C1\C=C\C)F (E)-4-chloro-2-fluoro-5-(prop-1-en-1-yl)aniline